7-ethyl-4-(4-fluoro-3-(2-(1-fluorocyclopropyl)-7-(methoxymethyl)imidazo[1,2-a]pyridin-6-yl)phenyl)-7H-imidazo[4,5-c]pyridazine C(C)N1C=NC2=C1N=NC=C2C2=CC(=C(C=C2)F)C=2C(=CC=1N(C2)C=C(N1)C1(CC1)F)COC